ClC=1C=C2CO[C@]3(O[C@@H]([C@H]([C@@H]([C@H]3O)O)O)C)C2=CC1CC1=CC=C(S1)CCOC(C)=O 2-(5-(((1S,3'R,4'S,5'S,6'R)-5-chloro-3',4',5'-trihydroxy-6'-methyl-3',4',5',6'-tetrahydro-3H-spiro[isobenzofuran-1,2'-pyran]-6-yl)methyl)thiophene-2-yl)ethylacetate